C(C)N1C2=NC(=NC(=C2N=C1)N[C@@H]1CN(CC1)S(=O)(=O)NC)C1=C2CNC(C2=CC=C1)=O (S)-3-((9-ethyl-2-(1-oxoisoindolin-4-yl)-9H-purin-6-yl)amino)-N-methylpyrrolidine-1-sulfonamide